1-(4-(2,3-Dimethylphenyl)-3,3-difluoropiperidin-1-yl)-2-(3-(4-hydroxypiperidin-1-carbonyl)-5,6-dihydrocyclopenta[c]pyrazol-1(4H)-yl)ethanon CC1=C(C=CC=C1C)C1C(CN(CC1)C(CN1N=C(C2=C1CCC2)C(=O)N2CCC(CC2)O)=O)(F)F